Imidazole-1,4-dicarboxylate N1(C=NC(=C1)C(=O)[O-])C(=O)[O-]